zinc-aluminum-zinc-boron [B].[Zn].[Al].[Zn]